N-Boc-O-benzyl-L-serine C(=O)(OC(C)(C)C)N[C@@H](COCC1=CC=CC=C1)C(=O)O